OC1=C(C=CC=C1)C=1C=C2C(=NN1)NC[C@@H]1N2CCN(C1)C1CCN(CC1)C1CCN(CC1)C[C@H]1CN(CCC1)C(=O)OC(C)(C)C tert-butyl (S)-3-((4-((S)-2-(2-hydroxyphenyl)-5,6,6a,7,9,10-hexahydro-8H-pyrazino[1',2':4,5]pyrazino[2,3-c]pyridazin-8-yl)-[1,4'-bipiperidin]-1'-yl)methyl)piperidine-1-carboxylate